(7R,14R)-1-(difluoromethoxy)-6-methyl-11-(4,4,5,5-tetramethyl-1,3,2-dioxaborolan-2-yl)-6,7-dihydro-7,14-methanobenzo[f]benzo[4,5]imidazo[1,2-a][1,4]diazocin-5(14H)-one FC(OC1=CC=CC=2C(N([C@H]3C=4N([C@@H](C21)C3)C3=C(N4)C=CC(=C3)B3OC(C(O3)(C)C)(C)C)C)=O)F